(4-trifluoromethoxybenzyl)amine FC(OC1=CC=C(CN)C=C1)(F)F